C(C)OC(=O)C1(CC2=C(C3=C(S2)C=CC=C3)C1C1=CC=CC=C1)C(=O)OCC diethyl-1-phenyl-1,3-dihydro-2H-benzo[b]cyclopenta[d]thiophene-2,2-dicarboxylate